N-{3-[(4-Fluorophenyl)amino]pyridin-4-yl}-1H-1,3-benzodiazole-5-carboxamide FC1=CC=C(C=C1)NC=1C=NC=CC1NC(=O)C1=CC2=C(NC=N2)C=C1